(R)-4-((2-cyanophenyl)thio)-6-(6-(2-(hydroxymethyl)morpholino)pyridin-3-yl)pyrazolo[1,5-a]pyridine-3-carbonitrile C(#N)C1=C(C=CC=C1)SC=1C=2N(C=C(C1)C=1C=NC(=CC1)N1C[C@@H](OCC1)CO)N=CC2C#N